CC1=NC(=NC(=N1)C)C1=CC=C(C=C1)B1OC(C(O1)(C)C)(C)C 2,4-dimethyl-6-(4-(4,4,5,5-tetramethyl-1,3,2-dioxaborolan-2-yl)phenyl)-1,3,5-triazine